(R)-4-(5-((2-chlorophenyl)amino)-1H-indazol-1-yl)-N-(1-isopropylpyrrolidin-3-yl)thiophene-2-carboxamide ClC1=C(C=CC=C1)NC=1C=C2C=NN(C2=CC1)C=1C=C(SC1)C(=O)N[C@H]1CN(CC1)C(C)C